3-methyl-6-(1-methylethenyl)-2-cyclohexen CC1=CCC(CC1)C(=C)C